C(C(C)C)(=O)C=1C(OC2=CC(=CC(=C2C1)OC)OC)=O 3-isobutyryl-5,7-dimethoxy-coumarin